2-AMINO-4-[3-(DIMETHYLAMINO)PHENOXY]BUTANOIC ACID NC(C(=O)O)CCOC1=CC(=CC=C1)N(C)C